3-{[(azetidin-3-ylidene)amino]oxy}propane-1,2-diol hydrochloride salt Cl.N1CC(C1)=NOCC(CO)O